(S)-N-(1-amino-3-hydroxy-1-oxopropan-2-yl)-2-methyl-5-((2-methylpyrimidin-5-yl)methoxy)benzofuran-3-carboxamide NC([C@H](CO)NC(=O)C1=C(OC2=C1C=C(C=C2)OCC=2C=NC(=NC2)C)C)=O